COCCN1CC(C1)CNC(OC(C)(C)C)=O Tert-butyl ((1-(2-methoxyethyl)azetidin-3-yl)methyl)carbamate